FC1=CC=CC(=N1)S(=O)(=O)NC1=NC(=CC(=N1)OC1=CC=CC=C1)C1=CC=CC=C1 6-Fluoro-N-(4-phenoxy-6-phenyl-pyrimidin-2-yl)pyridine-2-sulfonamide